CC1=C(C=CC=C1C)C=1C=C2C(=NC1)N(C(N2)=O)[C@H](CS(=O)(=O)C)C2=NC(=C(C=C2)OC)OCC (S)-6-(2,3-dimethylphenyl)-3-(1-(6-ethoxy-5-methoxypyridin-2-yl)-2-(methylsulfonyl)ethyl)-1H-imidazo[4,5-b]pyridin-2(3H)-one